N1=CCNCC2=C1C=CC=C2 3,4-dihydro-5H-benzo[e][1,4]diazepine